BrC1=CC2=C(N(C(=C2)CO)CC2CC2)S1 (2-bromo-6-(cyclopropylmethyl)-6H-thieno[2,3-b]pyrrol-5-yl)methanol